2-(4-piperonyl-1-piperazinyl)pyrimidine C(C1=CC=2OCOC2C=C1)N1CCN(CC1)C1=NC=CC=N1